5-[4-[[5-[2-(dimethylamino)ethoxy]pyrimidin-2-yl]amino]cyclohexoxy]-7-morpholino-1,6-naphthyridin-3-ol CN(CCOC=1C=NC(=NC1)NC1CCC(CC1)OC1=C2C=C(C=NC2=CC(=N1)N1CCOCC1)O)C